(Z)-1,4,7,10-tetraoxacyclododecane O1CCOCCOCCOCC1